C(C)(C)(C)OC(=O)N1[C@@H](CCC1)C(CCC=C)O.C1(=C(C=CC=C1)C=1C(=O)NC(C1)=O)C=1C(=O)NC(C1)=O phenylenedimaleimide tert-butyl-(2S)-2-(1-hydroxypent-4-en-1-yl)pyrrolidine-1-carboxylate